C1=CC(=C(C=C1O)C(=O)CC(C(=O)O)N)N The molecule is a hydroxykynurenine that is kynurenine bearing a hydroxy group at the position 5. It has a role as a human metabolite.